1-((2-(4-(Cyclopentylcarbonyl)piperazine-1-carbonyl)furan-5-yl)methyl)quinazoline-2,4(1H,3H)-dione C1(CCCC1)C(=O)N1CCN(CC1)C(=O)C=1OC(=CC1)CN1C(NC(C2=CC=CC=C12)=O)=O